N-(2,2-difluoroethyl)-2-(5-hydroxy-6-oxo-1,6-dihydropyrimidin-4-yl)-3-(4-((1-(2-hydroxyethyl)-1H-pyrazol-4-yl)ethynyl)phenyl)propanamide FC(CNC(C(CC1=CC=C(C=C1)C#CC=1C=NN(C1)CCO)C=1N=CNC(C1O)=O)=O)F